5-amino-2-(3-aminophthalimido)-5-oxopentanoic acid NC(CCC(C(=O)O)N1C(C=2C(C1=O)=C(C=CC2)N)=O)=O